6-bromo-2-chloropyrido[2,3-d]pyrimidine BrC1=CC2=C(N=C(N=C2)Cl)N=C1